O1C(=CC2=C1C=CC=C2)C2=NN=C(O2)S 5-(benzofuran-2-yl)-1,3,4-oxadiazole-2-thiol